C1(CC1)C1=C(C(=NO1)C1=C(C=NC=C1Cl)Cl)C(=O)O 5-cyclopropyl-3-(3,5-dichloropyridin-4-yl)isoxazole-4-carboxylic acid